3,4-diiodoisopropylbenzene IC=1C=C(C=CC1I)C(C)C